2-amino-3-cyano-4-bromoindole NC=1NC2=CC=CC(=C2C1C#N)Br